2-tert-butyl-1,4-dichlorobenzene C(C)(C)(C)C1=C(C=CC(=C1)Cl)Cl